2-(5-bromo-3-fluoro-2-methylphenyl)-3-hydroxy-2-methylpropionitrile BrC=1C=C(C(=C(C1)C(C#N)(CO)C)C)F